(1R,3S,5R)-2-(2-(4-amino-6-bromo-8-fluoro-9H-pyrimido[4,5-b]indol-9-yl)acetyl)-N-(6-bromopyridin-2-yl)-5-methyl-2-azabicyclo[3.1.0]hexane-3-carboxamide NC1=NC=NC=2N(C3=C(C=C(C=C3C21)Br)F)CC(=O)N2[C@@H]1C[C@@]1(C[C@H]2C(=O)NC2=NC(=CC=C2)Br)C